N-(2-fluoro-6-methylphenyl)prop-2-enamide FC1=C(C(=CC=C1)C)NC(C=C)=O